4-(4-(2-((2-cyanoethyl)amino)-2-oxoethyl)phenyl)-1H-pyrrolo[2,3-b]pyridin C(#N)CCNC(CC1=CC=C(C=C1)C1=C2C(=NC=C1)NC=C2)=O